(2S)-1-benzyloxycarbonylpiperidine-2-carboxylic acid C(C1=CC=CC=C1)OC(=O)N1[C@@H](CCCC1)C(=O)O